2-Amino-3-cyclooctene-1-carboxylic acid NC1C(CCCCC=C1)C(=O)O